C1(CC1)C=1NC(=CCC1S(=O)(=O)N1CC2(C1)CN(C2)C2CCC(CC2)OC)C(F)F 2-((2-cyclopropyl-6-(difluoromethyl)-1,4-dihydropyridin-3-yl)sulfonyl)-6-((1s,4s)-4-methoxycyclohexyl)-2,6-diazaspiro[3.3]heptane